[(1R,2S,4R)-4-{[5-({4-[(3,3-difluoropiperidin-1-yl)methyl]-2-thienyl}carbonyl)pyrimidin-4-yl]amino}-2-hydroxycyclopentyl]methyl sulfamate S(N)(OC[C@@H]1[C@H](C[C@@H](C1)NC1=NC=NC=C1C(=O)C=1SC=C(C1)CN1CC(CCC1)(F)F)O)(=O)=O